(2S,4R)-1-((S)-2-amino-3,3-dimethylbutanoyl)-4-hydroxy-N-(4-(prop-1-yn-1-yl)benzyl)pyrrolidine-2-carboxamide N[C@H](C(=O)N1[C@@H](C[C@H](C1)O)C(=O)NCC1=CC=C(C=C1)C#CC)C(C)(C)C